[Cl-].C=C1NC=CC=C1 methylenepyridine chloride